5-(2-fluoro-6-((4-methoxybenzyl)oxy)-4-vinylphenyl)1,2,5-thiadiazolidin-3-one 1,1-dioxide FC1=C(C(=CC(=C1)C=C)OCC1=CC=C(C=C1)OC)N1CC(NS1(=O)=O)=O